(2S,4R)-4-hydroxy-2-[[2-hydroxy-4-(4-methylthiazol-5-yl)phenyl]methylcarbamoyl]pyrrolidine-1-carboxylic acid tert-butyl ester C(C)(C)(C)OC(=O)N1[C@@H](C[C@H](C1)O)C(NCC1=C(C=C(C=C1)C1=C(N=CS1)C)O)=O